2-(4-fluoro-2-methyl-1,3-benzoxazol-6-yl)-7-(piperazin-1-yl)-4H-pyrido[1,2-a]pyrimidin-4-one FC1=CC(=CC2=C1N=C(O2)C)C=2N=C1N(C(C2)=O)C=C(C=C1)N1CCNCC1